succinimide sulphur [S].C1(CCC(N1)=O)=O